tert-butyl (E)-3-((2-chlorothieno[2,3-d]pyrimidin-6-yl)methylene)pyrrolidine-1-carboxylate ClC=1N=CC2=C(N1)SC(=C2)\C=C/2\CN(CC2)C(=O)OC(C)(C)C